5-Bromo-4-fluoro-1-methyl-1H-benzotriazole BrC1=C(C2=C(N(N=N2)C)C=C1)F